methylenebis(methylcyclohexylamine) C(N(C1CCCCC1)C)N(C1CCCCC1)C